OC1=C(C(NC=2C3=NC(=C(C=C3CC(C12)C(C)C)OCCCOC)CCC)=O)C(=O)O 4-hydroxy-5-isopropyl-8-(3-methoxypropoxy)-2-oxo-9-propyl-1,2,5,6-tetrahydro-1,10-phenanthroline-3-carboxylic acid